ClC1=C2C(=NC=C1OC=1C=NN3C1C=CC=C3)N=C(N2C)NC=2C(N(C=C(C2)C2CC2)[C@H]2[C@H](CC2)O)=O 3-((7-chloro-1-methyl-6-(pyrazolo[1,5-a]pyridin-3-yloxy)-1H-imidazo[4,5-b]pyridin-2-yl)amino)-5-cyclopropyl-1-((1R,2S)-2-hydroxycyclobutyl)pyridin-2(1H)-one